3-(2,5-bis(4-fluorophenyl)-1H-pyrrol-3-yl)-N-((3S,4R)-4-hydroxy-2-oxopyrrolidin-3-yl)propanamide FC1=CC=C(C=C1)C=1NC(=CC1CCC(=O)N[C@@H]1C(NC[C@H]1O)=O)C1=CC=C(C=C1)F